6-(6,8-Dioxo-2,7-diazaspiro[4.5]dec-2-yl)nicotinic acid tert-butyl ester C(C)(C)(C)OC(C1=CN=C(C=C1)N1CC2(CC1)C(NC(CC2)=O)=O)=O